N2,N4-bis((S)-1,1,1-trifluorobutan-2-yl)-6-(2-(trifluoromethyl)pyrimidin-4-yl)-1,3,5-triazine-2,4-diamine FC([C@H](CC)NC1=NC(=NC(=N1)N[C@H](C(F)(F)F)CC)C1=NC(=NC=C1)C(F)(F)F)(F)F